COC=1C=C2C(=CC=NC2=CC1OC)OC1=CC(=C(C=C1)N1C(N(CC1=O)C=1C=NC=C(C1)C(F)(F)F)=O)CC 3-{4-[(6,7-dimethoxy-4-quinolinyl)oxy]-2-ethylphenyl}-1-[5-(trifluoromethyl)-3-pyridinyl]-2,4-imidazolidinedione